COC1=CC=C(C=C1)C=CC(=O)C1=CC=C(C=C1)C=CC(=O)O 3-[4-[3-(4-Methoxyphenyl)propenoyl]phenyl]propenoic acid